O=C1N(C=CC=C1)C(=S)N1C(C=CC=C1)=O 1-(2-oxopyridine-1-carbothioyl)pyridin-2-one